FC=1C(=C(C=CC1)C1(CC(CC1)C1=CC=NN1C)C(=O)O)C 1-(3-fluoro-2-methylphenyl)-3-(1-methyl-1H-pyrazol-5-yl)cyclopentane-1-carboxylic acid